((2R,3S,5R)-5-(6-amino-2-fluoro-9H-purin-9-yl)-2-ethynyl-3-hydroxytetrahydrofuran-2-yl)methyl pentylcarbamate C(CCCC)NC(OC[C@]1(O[C@H](C[C@@H]1O)N1C2=NC(=NC(=C2N=C1)N)F)C#C)=O